tert-butyl 3-(6-(benzyloxy)pyridazin-3-yl)-4,4-difluoropiperidine-1-carboxylate C(C1=CC=CC=C1)OC1=CC=C(N=N1)C1CN(CCC1(F)F)C(=O)OC(C)(C)C